C(C)N1N=C2C(=CC=C(C2=C1)N1CC2(C1)CN(CC2)C(=O)OC(C)(C)C)C(NC=2C=C(C=1N(C2)C=C(N1)C)F)=O tert-butyl 2-[2-ethyl-7-({8-fluoro-2-methylimidazo[1,2-a]pyridin-6-yl}carbamoyl) indazol-4-yl]-2,6-diazaspiro[3.4]octane-6-carboxylate